trans-N-(3-(1-Isopropyl-1H-pyrazol-4-yl)phenyl)-N-((trans-4-(4-methoxy-3-methylphenyl)cyclohexyl)methyl)-4-(3-oxocyclobutanecarboxamido)cyclohexanecarboxamide C(C)(C)N1N=CC(=C1)C=1C=C(C=CC1)N(C(=O)[C@@H]1CC[C@H](CC1)NC(=O)C1CC(C1)=O)C[C@@H]1CC[C@H](CC1)C1=CC(=C(C=C1)OC)C